S(=O)(=O)([O-])[O-].[NH4+].[NH4+] Di-Ammonium sulphate